C(C=CC=CC=CC=CC=CCCCCCCCCC)(=O)O eicosanPentaenoic acid